(R)-1-((7-chloro-2-(2,2'-dimethyl-3'-(5-methyl-4,5,6,7-tetrahydrothiazolo[5,4-c]pyridin-2-yl)-[1,1'-biphenyl]-3-yl)benzo[d]oxazol-5-yl)methyl)pyrrolidine-3-carboxylic acid ClC1=CC(=CC=2N=C(OC21)C=2C(=C(C=CC2)C2=C(C(=CC=C2)C=2SC=1CN(CCC1N2)C)C)C)CN2C[C@@H](CC2)C(=O)O